4-chloro-4-methyl-4-chloro-butyric acid ClC(CCC(=O)O)(Cl)C